IC1=CC(=C(S1)C)C(=O)OCC ethyl 5-iodo-2-methyl-thiophene-3-carboxylate